2,4-Dichloro-6-(6-trifluoromethylpyridin-2-yl)-1,3,5-triazine ClC1=NC(=NC(=N1)Cl)C1=NC(=CC=C1)C(F)(F)F